tert-butyl (1-((2-(2-(2,6-dioxopiperidin-3-yl)-1-oxoisoindolin-5-yl)pyridin-4-yl) methyl)azetidin-3-yl)(methyl)carbamate O=C1NC(CCC1N1C(C2=CC=C(C=C2C1)C1=NC=CC(=C1)CN1CC(C1)N(C(OC(C)(C)C)=O)C)=O)=O